2,3-dimercaptopropane-1-ol SC(CO)CS